N-[(6-Amino-2-pyridyl)sulfonyl]-6-(3-fluoro-5-isobutoxyphenyl)-2-(1-methylcyclobutoxy)pyridin-3-carboxamid NC1=CC=CC(=N1)S(=O)(=O)NC(=O)C=1C(=NC(=CC1)C1=CC(=CC(=C1)OCC(C)C)F)OC1(CCC1)C